5-Methyl-5-hexen-2-yn-1-ol CC(CC#CCO)=C